N-(2-bromo-4-(perfluoropropan-2-yl)-6-(trifluoromethyl)phenyl)-N-(cyclopropanecarbonyl)-2-fluoro-3-nitrobenzamide BrC1=C(C(=CC(=C1)C(C(F)(F)F)(C(F)(F)F)F)C(F)(F)F)N(C(C1=C(C(=CC=C1)[N+](=O)[O-])F)=O)C(=O)C1CC1